dipotassium perfluoromethanedisulfonate FC(S(=O)(=O)[O-])(S(=O)(=O)[O-])F.[K+].[K+]